1-(3-(5-fluoro-2-(3-methoxyphenylamino)pyrimidin-4-ylamino)pyrrolidin-1-yl)prop-2-en-1-one FC=1C(=NC(=NC1)NC1=CC(=CC=C1)OC)NC1CN(CC1)C(C=C)=O